NC1=NC(=CC(=N1)N)O 2,4-di-amino-6-hydroxypyrimidine